NCC(O)C1=CC(=C(C=C1)OC)OCC1=CC=CC=C1 2-amino-1-(3-benzyloxy-4-methoxyphenyl)ethanol